CC(=O)CC(C)(C)S The molecule is an alkylthiol that is 4-methylpentan-2-one substituted at position 4 by a mercapto group. It has a role as a Saccharomyces cerevisiae metabolite and a plant metabolite. It is an alkanethiol and a methyl ketone.